[Pd](Cl)Cl.C(C)(C)(C)P(C(C)(C)C)CC1=C(C=CC=C1)CP(C(C)(C)C)C(C)(C)C [1,2-bis(di-t-butylphosphinomethyl)benzene] palladium (II) dichloride